2-(3-Chlorophenyl)-3-oxo-6-[6-(trifluoromethyl)-3-pyridyl]pyridazine-4-carboxylic acid ClC=1C=C(C=CC1)N1N=C(C=C(C1=O)C(=O)O)C=1C=NC(=CC1)C(F)(F)F